[1-[4-[Methyl(tetrahydropyran-4-yl)amino]-5-oxido-6,7-dihydrothieno[3,2-d]pyrimidin-5-ium-2-yl]azetidin-3-yl]-4-(methylsulfamoyl)benzoat CN(C=1C2=C(N=C(N1)N1CC(C1)OC(C1=CC=C(C=C1)S(NC)(=O)=O)=O)CC[S+]2[O-])C2CCOCC2